4-acetoxy-N-methyl-N-ethyl-tryptamine hydrochloride Cl.C(C)(=O)OC=1C=CC=C2NC=C(CCN(CC)C)C12